N(=[N+]=[N-])C\C=C/COC(C(=[N+]=[N-])C1=CC=C(C=C1)Br)=O (Z)-4-azidobut-2-en-1-yl-2-(4-bromophenyl)-2-diazoacetate